n-methyl-9-(methyl-(7H-pyrrolo[2,3-d]pyrimidin-4-yl)amino)-3-azaspiro[5.5]undecane-3-carboxamide CNC(=O)N1CCC2(CC1)CCC(CC2)N(C=2C1=C(N=CN2)NC=C1)C